BrC1=C(N=C(N=N1)N[C@H]1CN(CCC1)C([2H])([2H])[2H])C1CC1 (R)-6-bromo-5-cyclopropyl-N-(1-(methyl-d3)piperidin-3-yl)-1,2,4-triazine-3-amine